C(C)NCCOC1=NC=C(C=C1NS(=O)(=O)C)C1=CC=2C3=C(C=NC2C=C1)N(C(C31CCC1)=O)C N-(2-(2-(Ethylamino)ethoxy)-5-(3'-methyl-2'-oxo-2',3'-dihydrospiro[cyclobutane-1,1'-pyrrolo[2,3-c]quinolin]-8'-yl)pyridin-3-yl)methanesulfonamide